N-(4-aminobutyl)-2-(9H-fluoren-9-yl)acetamide NCCCCNC(CC1C2=CC=CC=C2C=2C=CC=CC12)=O